1,3-dimethyl-Imidazolium Methyl-Sulfate COS(=O)(=O)[O-].CN1C=[N+](C=C1)C